CC1=C(C(=CC=C1)C)C1=NC=2NS(C=3C=CC=C(C(NC[C@H](OC(=C1C1=CC=CC=C1)N2)C)=O)C3)(=O)=O (10R)-6-(2,6-Dimethylphenyl)-10-methyl-2,2-dioxo-7-phenyl-9-oxa-2λ6-thia-3,5,12,19-tetrazatricyclo[12.3.1.14,8]nonadeca-1(18),4(19),5,7,14,16-hexaen-13-one